N1(CCC1)C(=O)N1CC2(CC2)[C@@H]([C@@H]1CC=1C(=C(C=CC1)C1=CC(=CC(=C1)F)F)F)NS(=O)(=O)C N-((6S,7S)-5-(azetidine-1-carbonyl)-6-((2,3',5'-trifluoro-[1,1'-biphenyl]-3-yl)methyl)-5-azaspiro[2.4]heptan-7-yl)methanesulfonamide